C(N)(OC1=NC=CC(=C1C(C)(C)C)OC=1C(=NN(C1)C1CC1)C1OCCCC1)=O (tert-butyl 4-((1-cyclopropyl-3-(tetrahydro-2H-pyran-2-yl)-1H-pyrazol-4-yl) oxy) pyridin-2-yl) carbamate